C1(CC1)[S@@](=O)(=N)C=1C=NC(=CC1)NN (S)-cyclopropyl(6-hydrazineylpyridin-3-yl)(imino)-λ6-sulfanone